3-(benzyloxy)-5-((2,4-difluorobenzyl)carbamoyl)-4-oxo-4H-pyran-2-carboxylic acid methyl ester COC(=O)C=1OC=C(C(C1OCC1=CC=CC=C1)=O)C(NCC1=C(C=C(C=C1)F)F)=O